ClCC/C(=C(/C1=CC=C(C=C1)OCCN(C)C)\C1=CC=CC=C1)/C1=CC=CC=C1 (Z)-4-chloro-1,2-diphenyl-1-[4-(2-(N,N-dimethylamino)ethoxy)phenyl]-1-butene